N'-ethyl-N'-[[2-fluoro-4-(1,1,2,2,2-pentafluoroethyl)phenyl]methyl]oxamide C(C)N(C(C(N)=O)=O)CC1=C(C=C(C=C1)C(C(F)(F)F)(F)F)F